2-(2-(2-(3-(aminomethyl)phenyl)pyrrolo[2,1-f][1,2,4]triazine-4-carboxamido)phenyl)acetic acid NCC=1C=C(C=CC1)C1=NN2C(C(=N1)C(=O)NC1=C(C=CC=C1)CC(=O)O)=CC=C2